N-(4-bromopyridin-2-yl)-3-{4-methyl-4,7-diazaspiro[2.5]octan-7-yl}cyclobutane-1-carboxamide BrC1=CC(=NC=C1)NC(=O)C1CC(C1)N1CCN(C2(CC2)C1)C